C(C(C)(C)C)(=O)OC1=CC(=CC(=C1)CCCCCCCCCCCCCCC)O 3-hydroxy-5-pentadecylphenyl pivalate